3-methyl-5-(thiophen-2-yl)-1,2,3,6-tetrahydropyridin-1-ium chloride [Cl-].CC1C[NH2+]CC(=C1)C=1SC=CC1